N[C@@H](CCCCNC(CCCCCNC(CN(CC(NCCO[C@H]1[C@@H](O)[C@H](O)[C@H](O)[C@@H](O1)C)=O)CC(=O)NCCO[C@H]1[C@@H](O)[C@H](O)[C@H](O)[C@@H](O1)C)=O)=O)C(=O)O (S)-21-amino-1-[(α-L-fucopyranosyl)oxy]-6-[2-({2-[(α-L-fucopyranosyl)oxy]ethyl}amino)-2-oxoethyl]-4,8,15-trioxo-3,6,9,16-tetraazadocosan-22-oic acid